3'-O-hexadecyluridine phosphoramidite P(O)(N)OC[C@@H]1[C@H]([C@H]([C@@H](O1)N1C(=O)NC(=O)C=C1)O)OCCCCCCCCCCCCCCCC